OC1=C(OC2=CC=CC=C2C1=O)C(=O)N hydroxy-4-oxo-4H-chromene-2-carboxamide